6-(4-methoxypyrrolo[2,1-f][1,2,4]triazin-5-yl)-2-methyl-1-(pyridin-4-ylmethyl)-1H-imidazo[4,5-b]pyridine COC1=NC=NN2C1=C(C=C2)C=2C=C1C(=NC2)N=C(N1CC1=CC=NC=C1)C